N2,N6-di(prop-2-enyl)-1,3,5-triazine-2,4,6-triamine C(C=C)NC1=NC(=NC(=N1)N)NCC=C